4-(2-trifluoromethylphenyl)-1H-pyrrole-2-carboxylic acid FC(C1=C(C=CC=C1)C=1C=C(NC1)C(=O)O)(F)F